ClC1=C(C=CC=C1)C1=CC=C2N(CC(NC2=C1)=O)C(C1=CC(=C(C(=C1)OC)OC)OC)=O 7-(2-chlorophenyl)-4-(3,4,5-trimethoxybenzoyl)-3,4-dihydroquinoxalin-2(1H)-one